(S)-2-cyclopropyl-5-(2,4-difluorophenyl)-3,4-dihydro-2H-pyrano[2,3-b]Pyridine-7-Carboxamide C1(CC1)[C@@H]1CCC=2C(=NC(=CC2C2=C(C=C(C=C2)F)F)C(=O)N)O1